BrC=1C=NC=2CCN(C(C2C1)=O)CC1=C(C=CC(=C1)F)OC1CCCC1 3-bromo-6-(2-(cyclopentyloxy)-5-fluorobenzyl)-7,8-dihydro-1,6-naphthyridin-5(6H)-one